C(CCCCCCCCCCCCCCC)N(OC[C@@H]1[C@H]([C@H]([C@@H](O1)N1C(NC(C=C1)=O)=O)OC)O)C 1-((2R,3R,4R,5R)-5-(((hexadecyl(methyl)amino)oxy)methyl)-4-hydroxyl-3-methoxytetrahydro-furan-2-yl)pyrimidine-2,4(1H,3H)-dione